tert-butyl (4-(6-bromopyrrolo[2,1-f][1,2,4]triazin-4-yl)-2-chloro-3-fluorobenzyl)carbamate BrC=1C=C2C(=NC=NN2C1)C1=C(C(=C(CNC(OC(C)(C)C)=O)C=C1)Cl)F